(2R,3R,4R,5R)-2-((bis(4-methoxyphenyl) (phenyl) methoxy) methyl)-5-(2,4-dioxo-3,4-dihydropyrimidin-1(2H)-yl)-4-methoxytetrahydrofuran-3-yl (2-cyanoethyl) diisopropylphosphoramidite C(C)(C)N(P(O[C@@H]1[C@H](O[C@H]([C@@H]1OC)N1C(NC(C=C1)=O)=O)COC(C1=CC=CC=C1)(C1=CC=C(C=C1)OC)C1=CC=C(C=C1)OC)OCCC#N)C(C)C